2-(hydroxymethyl)-6-methoxybenzofuran-7-carbaldehyde OCC=1OC2=C(C1)C=CC(=C2C=O)OC